1-(3-fluoro-4-piperidinyl)-4-methyl-piperazine FC1CNCCC1N1CCN(CC1)C